(6aR,7R,10aS)-4-(2-fluorophenyl)-7,10a-dimethyl-8-oxo-2-(quinolin-8-yl)-5,6,6a,7,8,10a-hexahydrobenzo[h]quinazoline-9-carbonitrile FC1=C(C=CC=C1)C1=NC(=NC=2[C@]3([C@H](CCC12)[C@H](C(C(=C3)C#N)=O)C)C)C=3C=CC=C1C=CC=NC31